N-methyltetrahydrothiophene-3-carboxamide-1,1-dioxide CNC(=O)C1CS(CC1)(=O)=O